COC1=CC=C(C=C1)CSC=1SC=C(N1)C(=O)N1CCOCC1 [2-[(4-methoxyphenyl)methylsulfanyl]thiazol-4-yl]-morpholino-methanone